4-(1,5-dimethyl-6-oxo-1,6-dihydropyridin-3-yl)-2,6-dimethoxybenzaldehyde CN1C=C(C=C(C1=O)C)C1=CC(=C(C=O)C(=C1)OC)OC